Cl.FC=1C=C(C=C(C1)F)C=1N(N=C2[C@@H](NCCC21)C)C (S)-3-(3,5-difluorophenyl)-2,7-dimethyl-4,5,6,7-tetrahydro-2H-pyrazolo[3,4-c]pyridine, Hydrochloride salt